N-(4-{1-[(4-chlorophenyl)carbonyl]piperidin-4-yl}butyl)imidazo[1,2-a]pyridine-6-carboxamide ClC1=CC=C(C=C1)C(=O)N1CCC(CC1)CCCCNC(=O)C=1C=CC=2N(C1)C=CN2